COC1=CC=C2C(=C(C(N(C2=N1)C1=CC=CC=C1)=O)C1=CC=C(C=C1)OC)C 7-methoxy-3-(4-methoxyphenyl)-4-methyl-1-phenyl-1,8-naphthyridin-2(1H)-one